5-chloro-2-(4,4-difluoropiperidin-1-yl)-4-(trifluoromethyl)benzoic acid ClC=1C(=CC(=C(C(=O)O)C1)N1CCC(CC1)(F)F)C(F)(F)F